NCC(CN1N=CN(C1=O)C1=C(C(=CC=C1)C=1C=NC(=CC1)N(C)C)C)=C(F)F 2-[2-(aminomethyl)-3,3-difluoro-allyl]-4-[3-[6-(dimethylamino)-3-pyridyl]-2-methyl-phenyl]-1,2,4-triazol-3-one